C(#N)C=1C=C(C=C(C1)F)[C@H]1N(OCC1)C(=O)OC(C)(C)C tert-Butyl (3S)-3-(3-cyano-5-fluoro-phenyl)isoxazolidine-2-carboxylate